C=C.F[B-](F)(F)F.[Ag+] silver tetrafluoroborate-ethylene